3-(3-bromobenzyl)-5-isopropyl-1-oxa-5-azaspiro[5.5]undec-7,10-diene-4,9-dione BrC=1C=C(CC2COC3(N(C2=O)C(C)C)C=CC(C=C3)=O)C=CC1